O1C(=CC=C1C(=O)Cl)C(=O)Cl 5-furandiformyl chloride